(3S)-3-fluoro-piperidine hydrochloride Cl.F[C@@H]1CNCCC1